COC1CN(C1)C(=O)C1=CC=CC=C1C#N 6-(3-methoxyazetidine-1-carbonyl)benzonitrile